5-bromo-1-carbonyl-1H-pyrido[1,2-c]pyrimidine-6-carboxylic acid BrC1=C(C=CN2C(N=CC=C21)=C=O)C(=O)O